C1(CC1)C=1N=NN(C1)[C@H](C(=O)N1[C@@H](C[C@H](C1)O)C(=O)NCC=1C=CC(=NC1)C(=O)N(C)C)C(C)(C)C 5-[[[(2S,4R)-1-[(2S)-2-(4-cyclopropyltriazol-1-yl)-3,3-dimethyl-butanoyl]-4-hydroxy-pyrrolidine-2-carbonyl]amino]methyl]-N,N-dimethyl-pyridine-2-carboxamide